BrC1=CC=C(C=C1)C(CC(C[N+](=O)[O-])C1=CC=CC=C1)=O (4-bromophenyl)-4-nitro-3-phenylbutan-1-one